(R)-2-(4-(7-methylpyrazolo[1,5-a]pyridin-2-yl)-6,7-dihydro-1H-imidazo[4,5-c]pyridin-5(4H)-yl)-5-(pyridin-2-yl)-1,3,4-oxadiazole CC1=CC=CC=2N1N=C(C2)[C@@H]2N(CCC1=C2N=CN1)C=1OC(=NN1)C1=NC=CC=C1